4-[2-(5-cyclopropyl-4,7-difluoro-3,3-dimethyl-2-oxoindol-1-yl)acetamido]-3,3-dimethylpentanoic acid C1(CC1)C=1C(=C2C(C(N(C2=C(C1)F)CC(=O)NC(C(CC(=O)O)(C)C)C)=O)(C)C)F